BrC1=CN=C(O1)C[C@@H](C(=O)O)NC(=O)OC(C)(C)C (2S)-3-(5-bromo-1,3-oxazol-2-yl)-2-[(tert-butoxycarbonyl)amino]propanoic acid